C(C1=CC=CC=C1)OC1=NC(=CC=C1N1C(N(C2=C1C=CC(=C2)C2=CC(=C(C=C2)CC(=O)O)C)C)=O)OCC2=CC=CC=C2 2-(4-(1-(2,6-bis(benzyloxy)pyridin-3-yl)-3-methyl-2-oxo-2,3-dihydro-1H-benzo[d]imidazol-5-yl)-2-methylphenyl)acetic acid